C([O-])([O-])=O.[Al+3].[Fe+2] iron-aluminum carbonate